N-[(1S)-1-[[2-chloro-5-[3-[(3R)-4-methylmorpholin-3-yl]phenyl]phenyl]methyl]-2-[4-(3-methylimidazol-4-yl)anilino]-2-oxo-ethyl]-2-methyl-pyrazole-3-carboxamide ClC1=C(C=C(C=C1)C1=CC(=CC=C1)[C@H]1N(CCOC1)C)C[C@@H](C(=O)NC1=CC=C(C=C1)C=1N(C=NC1)C)NC(=O)C=1N(N=CC1)C